ClC1=C(C=C(C=C1)F)NC1=C(C=C(C=N1)C(=O)OC)NC1=NC=CC2=C(C=CC=C12)Cl methyl 6-[(2-chloro-5-fluorophenyl)amino]-5-[(5-chloroisoquinolin-1-yl)amino]pyridine-3-carboxylate